tert-butyl (2R,6S)-4-[4-[(7-fluoro-2-methyl-indazol-5-yl)amino]-5-methoxy-pyrido[4,3-d]pyrimidin-7-yl]-2,6-dimethyl-piperazine-1-carboxylate FC1=CC(=CC2=CN(N=C12)C)NC=1C2=C(N=CN1)C=C(N=C2OC)N2C[C@H](N([C@H](C2)C)C(=O)OC(C)(C)C)C